FC1=CC=C(C=C1)C1=CC(=NN1C1=CC=C(C=C1)S(N)(=O)=O)CCCCCCN(CCN(C(OC(C)(C)C)=O)CCSC(C1=CC=CC=C1)(C1=CC=CC=C1)C1=CC=CC=C1)CCSC(C1=CC=CC=C1)(C1=CC=CC=C1)C1=CC=CC=C1 tert-butyl (2-((6-(5-(4-fluorophenyl)-1-(4-sulfamoylphenyl)-1H-pyrazol-3-yl)hexyl)(2-(tritylthio)ethyl)amino)ethyl)(2-(tritylthio)ethyl)carbamate